C(C)OCC1(CCN(CC1)CC=1C=NC=CC1)CCC=1SC=CC1 3-((4-(ethoxymethyl)-4-(2-(thiophen-2-yl)ethyl)piperidin-1-yl)methyl)pyridine